(E)-3-(2-chloro-4-fluorophenyl)acrylic acid ClC1=C(C=CC(=C1)F)/C=C/C(=O)O